C(N)(O[C@@H]1C(N([C@@H](C1)CO)C1=C(C=CC(=C1)C=1C=NC=CC1C#N)NC(=O)C1=NC(=NC=C1)Cl)C(C)(C)C)=O ((3s,5s)-tert-butyl 1-(2-(2-chloropyrimidine-4-carboxamido)-5-(4-cyanopyridin-3-yl) phenyl)-5-(hydroxymethyl) pyrrolidin-3-yl) carbamate